2-Chloro-5-{[(2,2-dimethylpropanoyl)amino]methyl}-N-{1-[5-(trifluoromethyl)pyridin-3-yl]-1H-indazol-4-yl}benzamide ClC1=C(C(=O)NC2=C3C=NN(C3=CC=C2)C=2C=NC=C(C2)C(F)(F)F)C=C(C=C1)CNC(C(C)(C)C)=O